6,7,8,9-tetrahydro-5H-cyclohepta[b]pyridin-5-one Nickel (II) chloride [Ni](Cl)Cl.N1=C2C(=CC=C1)C(CCCC2)=O